NC1=NC2=CC=C(C=C2C=C1Cl)C(=O)N([C@H](C)C1=NC=CC=N1)CC=1N=NC(=CC1)OC 2-amino-3-chloro-N-((6-methoxy-3-pyridazinyl)methyl)-N-((1R)-1-(2-pyrimidinyl)ethyl)-6-quinolinecarboxamide